CN1CCC(CC1)NC1=C2C(=NC=C1)NC=N2 N-(1-methylpiperidin-4-yl)-3H-imidazo[4,5-b]pyridin-7-amine